Tert-butyl 5-(2-(1-(3-chlorophenyl)-1H-pyrazol-4-yl) propanamido)-3-(2,2-difluorocyclopropyl)-1H-pyrazole-1-carboxylate ClC=1C=C(C=CC1)N1N=CC(=C1)C(C(=O)NC1=CC(=NN1C(=O)OC(C)(C)C)C1C(C1)(F)F)C